3α,6α,7α-trihydroxy-5β-cholanic acid O[C@H]1C[C@H]2[C@H]([C@H]([C@H]3[C@@H]4CC[C@H]([C@@H](CCC(=O)O)C)[C@]4(CC[C@@H]3[C@]2(CC1)C)C)O)O